platinum (II) tris(terpyridyl) nitrate [N+](=O)([O-])[O-].N1=C(C=CC=C1)C1=NC=CC=C1C1=NC=CC=C1.N1=C(C=CC=C1)C1=NC=CC=C1C1=NC=CC=C1.N1=C(C=CC=C1)C1=NC=CC=C1C1=NC=CC=C1.[Pt+2].[N+](=O)([O-])[O-]